CN(CCN(CCO)C)C 2-[[2-(dimethylamino)ethyl]-methylamino]ethanol